COC(C1=CC(=C(C=C1)S(N(CC1=CC=C(C=C1)OC)C1=NOC2=C1C=C(C(=C2)Br)OC)(=O)=O)OC)=O.FC21CC(C2)(C1)CCCCCCCC=O 8-(3-fluoro-bicyclo[1.1.1]pent-1-yl)octanal Methyl-4-{(6-bromo-5-methoxy-1,2-benzoxazol-3-yl)[(4-methoxyphenyl)methyl]sulfamoyl}-3-methoxybenzoate